FC(OC=1C(=CC2=CC=CC=C2C1)C1=NN(C=C1NC(=O)C=1C=NN2C1N=CC=C2)C)F N-[3-[3-(difluoromethoxy)-2-naphthyl]-1-methyl-pyrazol-4-yl]pyrazolo[1,5-a]pyrimidine-3-carboxamide